CCCCCCCCCCCC(=O)O[C@@H]1[C@@H]([C@H]([C@@H](O[C@H]1O[C@H]2[C@@H](O[C@@H]3[C@@H]([C@@H]2OC(=O)CCCCCCCCC[C@@H](O[C@H]4[C@H](O3)[C@H]([C@H]([C@H](O4)C)O)O)CCCCC)O)C)C)O[C@H]5[C@@H]([C@@H]([C@H]([C@@H](O5)C)OC(=O)[C@@H](C)CC)OC(=O)/C=C/C6=CC=CC=C6)O)O[C@H]7[C@@H]([C@@H]([C@H]([C@@H](O7)C)O)O)O The molecule is a resin glycoside that is the pentasaccharide derivative of jalapinolic acid. Isolated from the aerial parts of Ipomoea pes-caprae, it has been found to exhibit potential inhibitory effect against multidrug resistance in the human breast cancer cell line It has a role as a metabolite. It is a resin glycoside, a pentasaccharide derivative, a cinnamate ester, a macrocyclic lactone and a dodecanoate ester. It derives from a trans-cinnamic acid, a (S)-2-methylbutyric acid, a dodecanoic acid and a jalapinolic acid.